CC1=CC=C(C=C1)S(=O)(=O)N1C=CC=2C1=NC=C(N2)NC([O-])=O N-[5-(4-methylbenzenesulfonyl)-5H-pyrrolo[2,3-b]pyrazin-2-yl]carbamate